(+/-)-2-[(benzylamino)methyl]-2-methyl-3-[(propan-2-yl)oxy]propan-1-ol C(C1=CC=CC=C1)NC[C@](CO)(COC(C)C)C |r|